3-(2-Bromopyridin-3-yl)-4-((4-(trifluoromethyl)benzyl)carbamoyl)-2,5-dihydro-1H-pyrrole-1-carboxylic acid tert-butyl ester C(C)(C)(C)OC(=O)N1CC(=C(C1)C(NCC1=CC=C(C=C1)C(F)(F)F)=O)C=1C(=NC=CC1)Br